METHYL 2,3,4,6-TETRA-O-ACETYL-ALPHA-D-MANNOPYRANOSIDE C(C)(=O)O[C@@H]1[C@@H](OC)O[C@@H]([C@H]([C@@H]1OC(C)=O)OC(C)=O)COC(C)=O